CC=1C=C(C=CC1OC1=CC2=C(N(C=N2)C)C=C1)NC1=NC=NC2=C1N=C(N=C2)OC2CC1CCC(C2)N1C(C=C)=O 1-(Endo-3-((8-((3-methyl-4-((1-methyl-1H-benzo[d]imidazol-5-yl)oxy)phenyl)amino)pyrimido[5,4-d]pyrimidin-2-yl)oxy)-8-azabicyclo[3.2.1]oct-8-yl)prop-2-en-1-one